CC=1C(=NC=C(N1)C=1N=NN(C1COC(=O)OC1=CC=C(C=C1)[N+](=O)[O-])C)O[C@@H]1C[C@H](CCC1)C(=O)OC(C)C Isopropyl (1S,3S)-3-((3-methyl-5-(1-methyl-5-((((4-nitrophenoxy)carbonyl)oxy)methyl)-1H-1,2,3-triazol-4-yl)pyrazin-2-yl)oxy)cyclohexane-1-carboxylate